CN1C[C@@H](CCC1)OC([C@H](C1=CC=CC=C1)O)=O (S)-(R)-2-hydroxy-2-phenylacetic acid-1-methylpiperidin-3-yl ester